C(C)(C)(C)[C@H]1CCC=2N=C3C=CC(=CC3=CC2C1)C(=O)N[C@H](CCN1CCC(CC1)O)C1=CC=C(C=C1)N1C(OCC1)=O (7S)-7-tert-butyl-N-{(1R)-3-(4-hydroxypiperidin-1-yl)-1-[4-(2-oxo-1,3-oxazolidin-3-yl)phenyl]propyl}-5,6,7,8-tetrahydroacridine-2-carboxamide